N,N',4,7-tetrakis{4,6-bis[N-butyl-N-(1,2,2,6,6-pentamethyl-4-piperidyl)amino]-1,3,5-triazin-2-yl}-4,7-diazadecane-1,10-diamine C(CCC)N(C1CC(N(C(C1)(C)C)C)(C)C)C1=NC(=NC(=N1)N(CCCC)C1CC(N(C(C1)(C)C)C)(C)C)NCCCN(CCN(CCCNC1=NC(=NC(=N1)N(CCCC)C1CC(N(C(C1)(C)C)C)(C)C)N(CCCC)C1CC(N(C(C1)(C)C)C)(C)C)C1=NC(=NC(=N1)N(CCCC)C1CC(N(C(C1)(C)C)C)(C)C)N(CCCC)C1CC(N(C(C1)(C)C)C)(C)C)C1=NC(=NC(=N1)N(CCCC)C1CC(N(C(C1)(C)C)C)(C)C)N(CCCC)C1CC(N(C(C1)(C)C)C)(C)C